C(C)N(CCCOC1=CC2=CC=CC=C2C=C1)CC 2-(3-(diethylamino)propoxy)naphthalen